Bis(7-((2-hexyldecanoyl)oxy)heptyl) 2-(((2-(dimethylamino)ethoxy)carbonyl)oxy)pentanedioate CN(CCOC(=O)OC(C(=O)OCCCCCCCOC(C(CCCCCCCC)CCCCCC)=O)CCC(=O)OCCCCCCCOC(C(CCCCCCCC)CCCCCC)=O)C